C(C)OC(CS(=O)(=O)CC(CCC(C(=O)NNC)(C)C=1C=C(C=CC1)CCC(=O)OCC)(C)C)=O ethyl 3-(3-(6-((2-ethoxy-2-oxoethyl)sulfonyl)-2,5,5-trimethyl-1-(2-methylhydrazineyl)-1-oxohexan-2-yl)phenyl)propanoate